C1(CCCCC1)C(C(=O)NC1CCCCC1)N1C(=NC2=C1C=C(C=C2)F)C2=C(C=C(C=C2)OC)OC 2,N-dicyclohexyl-2-[2-(2,4-dimethoxy-phenyl)-6-fluoro-benzimidazol-1-yl]-acetamide